ClC=1C=C(NC2(CCC3(C4=CC(=CC=C4CC34CCCC4)OC)CC2)C(=O)O)C=CC1 (1r,4r)-4-(3-chloroanilino)-6'-methoxy-3'H-dispiro[cyclohexane-1,1'-indene-2',1''-cyclopentane]-4-carboxylic acid